C(C)N1CCC(CC1)C=1C=CC(=NC1)NC1=NC=C(C(=N1)C1=C(C=2C(N(C=C(C2S1)C(C)C)C)=O)C)F 2-(2-((5-(1-ethylpiperidin-4-yl)pyridin-2-yl)amino)-5-fluoropyrimidin-4-yl)-7-isopropyl-3,5-dimethylthieno[3,2-c]pyridin-4(5H)-one